O=C1NC(CCC1N1C(C2=CC=C(C=C2C1)NC(=O)C=1N=C(N(C1)C1=CC=CC=C1)COC)=O)=O N-(2-(2,6-dioxopiperidin-3-yl)-1-oxoisoindolin-5-yl)-2-(methoxymethyl)-1-phenyl-1H-imidazole-4-carboxamide